(S)-1-(3-fluoro-bicyclo[1.1.1]pent-1-yl)-3,4-dihydroisoquinoline-2(1H)-carboxylic acid FC12CC(C1)(C2)[C@@H]2N(CCC1=CC=CC=C21)C(=O)O